FC=1C=C2C(=CNC2=CC1F)[N+](=O)[O-] 5,6-Difluoro-3-nitro-1H-indole